2,2-DIMETHYL-BUTANE tert-butyl-4-(4-aminophenyl)piperazine-1-carboxylate C(C)(C)(C)OC(=O)N1CCN(CC1)C1=CC=C(C=C1)N.CC(C)(CC)C